C(C)(C)(C)OC(=O)NCC(C(=O)O)C1COCC1 3-[(tert-butoxycarbonyl)amino]-2-(oxolan-3-yl)propanoic acid